BrC1=CC=C(C=C1)CC(=O)NC1=C(C=CC(=C1)Cl)OCCOC 2-(4-bromophenyl)-N-(5-chloro-2-(2-methoxyethoxy)phenyl)-acetamide